8-(4-phenoxyphenyl)octan-1-amine O(C1=CC=CC=C1)C1=CC=C(C=C1)CCCCCCCCN